C(C)(=O)N[C@@H](CC(C)C)C(=O)O ACETYLLEUCIN